C(C(C)C)N1N=CC(=C1)C=1C=C(C2=C(N(N=C2C1)C)C=1C=C2[C@H](CNC(C2=C(C1)OC)=O)C)C#N |o1:22| 6-(1-isobutylpyrazol-4-yl)-2-methyl-3-[rel-(4R)-8-methoxy-4-methyl-1-oxo-3,4-dihydro-2H-isoquinolin-6-yl]indazole-4-carbonitrile